ClC=1C=C(C=CC1C)C1=NC=C(C(=N1)N1CC(CC1)CNC(OC(C)(C)C)=O)OCC(=O)NC tert-butyl ((1-(2-(3-chloro-4-methylphenyl)-5-(2-(methylamino)-2-oxoethoxy)pyrimidin-4-yl)pyrrolidin-3-yl)methyl)carbamate